N-(2,3-dihydro-1,4-benzoxazin-4-yl)-8-(4-fluoro-2,6-dimethyl-phenyl)-4-morpholino-quinoline-3-carboxamide O1CCN(C2=C1C=CC=C2)NC(=O)C=2C=NC1=C(C=CC=C1C2N2CCOCC2)C2=C(C=C(C=C2C)F)C